C(C)OC(=O)C1=CC(=NN1C1CCN(CC1)C(C(=O)O)CCCCCCC)C (4-(5-(ethoxycarbonyl)-3-methyl-1H-pyrazol-1-yl)piperidin-1-yl)nonanoic acid